2-fluoro-N-(8-methylisoquinolin-1-yl)-N-((R)-piperidin-3-yl)-4-((4-(3-(pyridin-3-yl)morpholino)pyrimidin-2-yl)amino)benzamide FC1=C(C(=O)N([C@H]2CNCCC2)C2=NC=CC3=CC=CC(=C23)C)C=CC(=C1)NC1=NC=CC(=N1)N1C(COCC1)C=1C=NC=CC1